6-(((cyclopentylmethyl)amino)methyl)-N-(3-((1s,3s)-3-methyl-1-(4-methyl-4H-1,2,4-triazol-3-yl)cyclobutyl)phenyl)imidazo[1,2-a]pyridine-8-carboxamide C1(CCCC1)CNCC=1C=C(C=2N(C1)C=CN2)C(=O)NC2=CC(=CC=C2)C2(CC(C2)C)C2=NN=CN2C